C1(=CC(=CC=C1)CS)CS 1,3-phenylendimethanthiol